lauryldimethylamine oxide (lauryldimethylaminoxide) C(CCCCCCCCCCC)CN([O-])C.C(CCCCCCCCCCC)[N+](C)(C)[O-]